The molecule is a monohydroxyquinoline that is quinolin-8-ol which is substituted by a methyl group at position 2 and by chlorine at positions 5 and 7. An antifungal and antibacterial, it was formerly used for topical treatment of skin conditions and vaginal infections. It has a role as an antibacterial drug, an antiseptic drug and an antiprotozoal drug. It is an organochlorine compound and a monohydroxyquinoline. CC1=NC2=C(C=C1)C(=CC(=C2O)Cl)Cl